C(C)(C)(C)OC(=O)NC(C(=O)N[C@@H](CC1=CC=C(C=C1)O)C(=O)O)CCCCNC(=O)OC(C)(C)C (S)-2,6-di-tert-butyloxycarbonylaminocaproyl-L-tyrosine